tetraoxatetradecane-1,14-dicarboxamide chloride [Cl-].O(OOOCCCCCCCCCCC(=O)N)C(=O)N